11-(4-(4-(4-(hexyloxy)-2-hydroxyphenyl)-6-phenyl-1,3,5-triazin-2-yl)-3-hydroxyphenoxy)undecyl methacrylate C(C(=C)C)(=O)OCCCCCCCCCCCOC1=CC(=C(C=C1)C1=NC(=NC(=N1)C1=C(C=C(C=C1)OCCCCCC)O)C1=CC=CC=C1)O